1,1-difluoro-2,3-dihydro-1H-indene-4-carbaldehyde FC1(CCC=2C(=CC=CC12)C=O)F